OC1CN(CCC12C1=C(OC2)C=2COC(C2C=C1)=O)C(=O)OC(C)(C)C Tert-Butyl 3'-Hydroxy-6-Oxo-6,8-Dihydro-2H-Spiro[Benzo[2,1-b:3,4-c']Difuran-3,4'-Piperidine]-1'-Carboxylate